C(#CC)C=1C=CC(=NC1)CNCC N-((5-(prop-1-yn-1-yl)pyridin-2-yl)methyl)ethanamine